(2-methoxy-4-(methylthio)phenyl)methanol COC1=C(C=CC(=C1)SC)CO